di(docosyl)dimethyl-ammonium acetate C(C)(=O)[O-].C(CCCCCCCCCCCCCCCCCCCCC)[N+](C)(C)CCCCCCCCCCCCCCCCCCCCCC